N-(4-(7-(sec-butoxy)-8-fluoro-1,3,4,5-tetrahydro-2H-benzo[c]azepin-2-yl)-2,6-dimethylphenyl)-3,3-dimethylbutanamide C(C)(CC)OC1=CC2=C(CN(CCC2)C2=CC(=C(C(=C2)C)NC(CC(C)(C)C)=O)C)C=C1F